N1CC(C1)CN1CCN(CC1)C=1C=C2C(N(C(C2=CC1)=O)C1C(NC(CC1)=O)=O)=O 5-(4-(azetidin-3-ylmethyl)piperazin-1-yl)-2-(2,6-dioxopiperidin-3-yl)isoindoline-1,3-dione